C(C1=CC=CC=C1)OC=1C(C(=CN2N3[C@@H](C(=C[C@@H](N(C(C21)=O)C3)C)C)C)C(=O)NCC3=C(C=C(C=C3)F)F)=O (1S,2R,5S)-8-(benzyloxy)-N-(2,4-difluorobenzyl)-2,3,5-trimethyl-7,9-dioxo-2,5,7,9-tetrahydro-1,6-methanopyrido[1,2-b][1,2,5]triazonine-10-carboxamide